3-hydroxy-pentane-1,5-diylbis(4,4-bis(octyloxy) butanoate) OC(CCC(C(=O)[O-])CC(OCCCCCCCC)OCCCCCCCC)CCC(C(=O)[O-])CC(OCCCCCCCC)OCCCCCCCC